5-Fluoro-3-{3-[5-(3-fluoroazetidine-1-carbonyl)-1,3-thiazol-2-yl]-1,2-oxazol-5-yl}-6-(2-methoxyethoxy)-1H-indazole FC=1C=C2C(=NNC2=CC1OCCOC)C1=CC(=NO1)C=1SC(=CN1)C(=O)N1CC(C1)F